(E)-6-(phenylamino)naphthalene-2-sulfonic acid C1(=CC=CC=C1)NC=1C=C2C=CC(=CC2=CC1)S(=O)(=O)O